1-(2-amino-5-chlorophenyl)ethane-1-one NC1=C(C=C(C=C1)Cl)C(C)=O